2,4,6-triamino-s-triazine NC1=NC(=NC(=N1)N)N